(2r,4r)-2-(((S)-1-(((3-amino-1H-pyrazol-5-yl)methyl)amino)-1-oxopropan-2-yl)carbamoyl)-4-phenylpyrrolidine-1-carboxylic acid tert-butyl ester C(C)(C)(C)OC(=O)N1[C@H](C[C@@H](C1)C1=CC=CC=C1)C(N[C@H](C(=O)NCC1=CC(=NN1)N)C)=O